BrC=1C=CC(=NC1)C=1N=NN(N1)C E-5-bromo-2-(2-methyl-2H-tetrazole-5-yl)pyridine